FC(C=1C=C2C=C(N=CC2=C(C1F)N)NC1=NN2CC=3N(CCC2=C1)C=CN3)F 6-(difluoromethyl)-N3-(5,6-dihydro-11H-imidazo[1,2-a]pyrazolo[1,5-d][1,4]diazepin-8-yl)-7-fluoroisoquinoline-3,8-diamine